S(=O)(=O)([O-])OS(=O)(=O)[O-].[Al+3].[Na+].S(=O)(=O)([O-])OS(=O)(=O)[O-] Sodium aluminum disulfate